C(C(C)(C)C)=NO pivalaldoxime